O-(4-bromophenyl)hydroxylamine BrC1=CC=C(C=C1)ON